NC1CCC(CC1)NC1=NC2=C(C=C(C=C2C=N1)C=1C=CC(=NC1OC)NS(=O)(=O)C1=C(C=CC=C1)Cl)CC N-(5-(2-(((1r,4r)-4-aminocyclohexyl)amino)-8-ethylquinazolin-6-yl)-6-methoxy-pyridin-2-yl)-2-chlorobenzene-sulfonamide